C12(CC3CC(CC(C1)C3)C2)NCC=2N=C(SC2)CSC2=C3CN(C(C3=C(C=C2)F)=O)C2C(NC(CC2)=O)=O 3-(4-(((4-(((adamantan-1-yl)amino)methyl)thiazol-2-yl)methyl)thio)-7-fluoro-1-oxoisoindoline-2-yl)piperidine-2,6-dione